FC1=C(OC2CCN(CC2)C=2N=C3C(=NC2C2C(C2)COC)CN(CC3)C(C)=O)C=CC(=C1)F 1-(2-(4-(2,4-difluorophenoxy)piperidin-1-yl)-3-(2-(methoxymethyl)cyclopropyl)-7,8-dihydropyrido[3,4-b]pyrazin-6(5H)-yl)ethan-1-one